1-(4-bromo-2-iodo-5-prop-2-yloxyphenyl)pyrazole BrC1=CC(=C(C=C1OC(C)C)N1N=CC=C1)I